N-(2-methacryloxyethyl)-N-benzyl-N-dodecyl-N-(3-sulfopropyl)ammonium C(C(=C)C)(=O)OCC[N+](CCCS(=O)(=O)O)(CCCCCCCCCCCC)CC1=CC=CC=C1